4-(4-methyl-3-pentenyl)cyclohex-3-ene-1-carbaldehyde CC(=CCCC1=CCC(CC1)C=O)C